4-chloro-3-isopropoxyphenol ClC1=C(C=C(C=C1)O)OC(C)C